ClC1=NC=2C=CC=CC2C=2N1N=C(N2)C2=CSC=C2OC 5-Chloro-2-(4-methoxy-3-thienyl)[1,2,4]triazolo[1,5-c]quinazoline